4-bromo-N-(4-(chlorodifluoromethoxy)phenyl)-1-(4-methoxybenzyl)-1'-methyl-2-oxospiro[indoline-3,3'-pyrrolidine]-6-carboxamide BrC1=C2C(=CC(=C1)C(=O)NC1=CC=C(C=C1)OC(F)(F)Cl)N(C(C21CN(CC1)C)=O)CC1=CC=C(C=C1)OC